5-[(1R)-1-(3,5-Dimethyl-4-pyridyl)ethoxy]-3-(6-fluoro-3-pyridyl)-1-tetrahydropyran-2-yl-indazole CC=1C=NC=C(C1[C@@H](C)OC=1C=C2C(=NN(C2=CC1)C1OCCCC1)C=1C=NC(=CC1)F)C